N-(2-{3-[(1R)-1-({6-[1-(cyclopropanecarbonyl)-4-oxo-1,4lambda5-azaphosphinan-4-yl]-2-methylpyrido[3,4-d]pyrimidin-4-yl}amino)ethyl]-2-fluorophenyl}-2,2-difluoroethyl)methanesulfonamide C1(CC1)C(=O)N1CCP(CC1)(=O)C1=CC2=C(N=C(N=C2N[C@H](C)C=2C(=C(C=CC2)C(CNS(=O)(=O)C)(F)F)F)C)C=N1